C(CC(=O)[O-])[C@H](C(=O)[O-])[NH3+].[Na+] The molecule is an optically active form of monosodium glutamate having D-configuration. It contains a D-glutamate(1-). It is an enantiomer of a monosodium L-glutamate.